tert-Butyl (trans)-4-(5-bromopyridin-3-yloxy)cyclohexylcarbamate BrC=1C=C(C=NC1)O[C@@H]1CC[C@H](CC1)NC(OC(C)(C)C)=O